5,5-dimethyl-1-(2-morpholinoethyl)imidazolidin CC1(CNCN1CCN1CCOCC1)C